C1(CCC1)SC1CCC(CC1)=O 4-(cyclobutylthio)cyclohexanone